NC1=C2C(=NC=N1)N(N=C2C2=CC=C(C=C2)OC2=CC=CC=C2)[C@H]2CN(CCC2)C2CCN(CC2)C(=O)N2CCC(CC2)C2CCN(CC2)C=2C=C1C(N(C(C1=CC2)=O)C2C(NC(CC2)=O)=O)=O 5-(1'-((R)-3-(4-amino-3-(4-phenoxyphenyl)-1H-pyrazolo[3,4-d]pyrimidin-1-yl)-[1,4'-bipiperidine]-1'-carbonyl)-[4,4'-bipiperidin]-1-yl)-2-(2,6-dioxopiperidin-3-yl)isoindoline-1,3-dione